3-(3-bromophenyl)-3-((4-methyl-4H-1,2,4-triazol-3-yl)methyl)thietane 1,1-dioxide BrC=1C=C(C=CC1)C1(CS(C1)(=O)=O)CC1=NN=CN1C